BrCC1=C(C=CC=C1)[N+](=O)[O-] 1-(Bromomethyl)-2-nitrobenzene